BrC=1SC(=CC1NC(C1=C(C=C(C=C1)C(F)(F)F)S(=O)(=O)CC)=O)C(C(F)(F)F)(F)F N-[2-bromo-5-(pentafluoroethyl)thiophen-3-yl]-2-(ethylsulfonyl)-4-(trifluoromethyl)benzamide